(1R,3S)-3-[5-({1-[(4-methoxyphenyl) methyl]-2-oxo-1,2,3,4-tetrahydroquinolin-6-yl}amino)-1-(2-methylprop-2-yl)pyrazol-3-yl]cyclopentyl [(4-nitrophenyl)oxy]methanoate [N+](=O)([O-])C1=CC=C(C=C1)OC(=O)O[C@H]1C[C@H](CC1)C1=NN(C(=C1)NC=1C=C2CCC(N(C2=CC1)CC1=CC=C(C=C1)OC)=O)C(C)(C)C